C(CO[NH+]=C(N)N)[C@@H](C(=O)[O-])[NH3+] The molecule is an alpha-amino-acid cation that is the conjugate acid of L-canavanine; major species at pH 7.3. It is a conjugate acid of a L-canavanine and a L-canavanine zwitterion.